benzyl 4-(3-chloro-2-methylphenyl)-4-[(1,3,3-trimethyl-2-oxoindol-6-yl)amino]piperidine-1-carboxylate ClC=1C(=C(C=CC1)C1(CCN(CC1)C(=O)OCC1=CC=CC=C1)NC1=CC=C2C(C(N(C2=C1)C)=O)(C)C)C